N1C[C@H](CC1)OC1=CC2=C(NC(=N2)C=2C=CC(=C3C=NC(C23)=O)C2=CNC3=NC=CC=C32)C=C1 (S)-7-(5-(pyrrolidin-3-yloxy)-1H-benzo[d]imidazol-2-yl)-4-(1H-pyrrolo[2,3-b]pyridin-3-yl)isoindol-1-one